2-[1-[6-Methyl-2-(6-oxa-2-azaspiro[4.5]decan-2-yl)-4-oxo-chromen-8-yl]ethylamino]benzoic acid CC=1C=C2C(C=C(OC2=C(C1)C(C)NC1=C(C(=O)O)C=CC=C1)N1CC2(CC1)OCCCC2)=O